N[C@H]1CS(C2=C(N(C1=O)CC1=CC=C(C=C1)Cl)C=C(C(=C2)F)C=2OC(=NN2)NC2CN(CCC2)CC)(=O)=O (3R)-3-amino-5-[(4-chlorophenyl)methyl]-7-[5-[(1-ethyl-3-piperidyl)amino]-1,3,4-oxadiazol-2-yl]-8-fluoro-1,1-dioxo-2,3-dihydro-1lambda6,5-benzothiazepin-4-one